2-(4-methoxy-1H-pyrrolo[2,3-B]pyridin-3-yl)-N,N-dimethylethan-1-amine COC1=C2C(=NC=C1)NC=C2CCN(C)C